ClC1=CC=C2CCN(C2=C1)S(=O)(=O)C1=C2C(=CN=C(C2=CC=C1)O)F 5-((6-Chloroindolin-1-yl)sulfonyl)-4-fluoroisoquinolin-1-ol